O[C@@H]1[C@H](CN(CC1)CC#N)[C@H]1N2C(C3=CC=CC=C13)=CN=C2 2-((3R,4S)-4-Hydroxy-3-((R)-5H-imidazo[5,1-a]isoindol-5-yl)piperidin-1-yl)acetonitril